The molecule is a benzoate ester that is the isopropyl ester of salicylic acid. It is a benzoate ester, a member of phenols, a member of salicylates and an isopropyl ester. It derives from a salicylic acid. CC(C)OC(=O)C1=CC=CC=C1O